N1=CC(=CC=C1)C=1C=C(C=CC1)C(C)NC(=O)C1C(C1)C1=CC(=CC=C1)F 2-(3-fluoro-phenyl)-cyclopropanecarboxylic acid [1-(3-pyridin-3-yl-phenyl)-ethyl]-amide